propylene glycol isocyanate [N-]=C=O.C(C(C)O)O